(2E)-4-isopropyl-1,7,11-trimethyl-2-chlorotetradecen-1-ol C(C)(C)C(C\C(=C(/O)\C)\Cl)CCC(CCCC(CCC)C)C